C(#N)C=1C=C(C=CC1F)NC(=O)C1=C(N(C(=C1C)C(C(N[C@H](C(F)(F)F)C)=O)=O)C)C (S)-N-(3-cyano-4-fluorophenyl)-1,2,4-trimethyl-5-(2-oxo-2-((1,1,1-trifluoroprop-2-yl)amino)acetyl)-1H-pyrrole-3-carboxamide